FC1(CCC(CC1)C1=CC=C(ON2N=NC(=C2)C(=O)O)C=C1)F (4-(4,4-difluorocyclohexyl)phenoxy)-1H-1,2,3-triazole-4-carboxylic acid